4-bromo-6-chloro-5-methyl-1H-indazole BrC1=C2C=NNC2=CC(=C1C)Cl